2-((8-methoxy-7-(3-(pyrrolidin-1-yl)propoxy)-2,3-dihydro-1H-cyclopenta[c]quinolin-4-yl)amino)cyclopropane-1-carbonitrile COC1=CC=2C3=C(C(=NC2C=C1OCCCN1CCCC1)NC1C(C1)C#N)CCC3